{3-[5-(4-Trifluoromethylphenyl)-1H-pyrazol-3-yl]phenyl}(4-methylpiperazin-1-yl)methanone FC(C1=CC=C(C=C1)C1=CC(=NN1)C=1C=C(C=CC1)C(=O)N1CCN(CC1)C)(F)F